FC(C1(CC1)C(=O)Cl)F 1-(difluoromethyl)cyclopropane-1-carbonyl chloride